isopropyl-8-nitro-6H-isochromeno[3,4-c]pyridine C(C)(C)C1=C2C(=CN=C1)OCC=1C=C(C=CC12)[N+](=O)[O-]